C1(CC1)C1=C(C=NC2=C(C(=CC=C12)F)C1=C(C(=C(C(=C1)Cl)F)Cl)F)C(=O)NN1CCOC2=C1C=CC=C2 4-cyclopropyl-8-(3,5-dichloro-2,4-difluoro-phenyl)-N-(2,3-dihydro-1,4-benzoxazin-4-yl)-7-fluoro-quinoline-3-carboxamide